tert-Butyl-tributyl-(1-isopropylimidazol-4-yl)stannane C(C)(C)(C)C(CCC)[Sn](C=1N=CN(C1)C(C)C)(CCCC)CCCC